7-((2-methyl-1H-imidazol-1-yl)methyl)-3,4-dihydroisoquinolin CC=1N(C=CN1)CC1=CC=C2CCN=CC2=C1